P(=O)(F)(F)OC(COC(C=C)(C)C)COCC#C 1-(1,1-dimethylallyloxy)-3-(propargyloxy)-2-propanol difluorophosphate